9H-Fluoren-9-ylmethyl (2R,4R)-4-fluoro-2-[(2-oxo-2,3-dihydro-1H-pyrrolo[3,2-b]pyridin-5-yl)carbamoyl]pyrrolidine-1-carboxylate F[C@@H]1C[C@@H](N(C1)C(=O)OCC1C2=CC=CC=C2C=2C=CC=CC12)C(NC1=CC=C2C(=N1)CC(N2)=O)=O